(2E)-3,7-dimethyl-2,6-octadien-1-yl-hexadecanoate (geranyl palmitate) C(\C=C(/C)\CCC=C(C)C)C(C(=O)O)CCCCCCCCCCCCCC.C\C(=C/COC(CCCCCCCCCCCCCCC)=O)\CCC=C(C)C